[2H]C(C(=O)O)(C)C1=CC(=NC=C1F)OC 2-deuterio-2-(5-fluoro-2-methoxypyridin-4-yl)propanoic acid